(4-Fluoro-2-(3-fluorophenyl)pyrrolidin-1-yl)(3-(hydroxymethyl)bicyclo[1.1.1]pentan-1-yl)methanone FC1CC(N(C1)C(=O)C12CC(C1)(C2)CO)C2=CC(=CC=C2)F